C(C)OC(=O)C1=C(N=C2N(C1=O)CCCC2)O 2-hydroxy-4-oxo-6,7,8,9-tetrahydro-4H-pyridino[1,2-a]pyrimidine-3-carboxylic acid ethyl ester